triisocyanatocyclohexane N(=C=O)C1C(CCCC1)(N=C=O)N=C=O